cis-(1s,4s)-4-((tert-butoxycarbonyl)amino)cyclohexane-1-carboxylic acid C(C)(C)(C)OC(=O)N[C@H]1CC[C@H](CC1)C(=O)O